F[C@@H]1CNCC[C@@H]1NC1=C2C=C(N(C2=CC=C1)CC(F)(F)F)C#CCNC1=C(C=C(C(=O)N)C=C1)OC 4-[3-[4-[[(3R,4S)-3-fluoro-4-piperidyl]amino]-1-(2,2,2-trifluoroethyl)indol-2-yl]prop-2-ynylamino]-3-methoxy-benzamide